C(C1=CC=CC=C1)NC(=O)C12N=CC3C(C1N(CC2C3)CC(C)C)CCC(=O)OC N-benzyl-1-isobutyl-7-(3-methoxy-3-oxopropyl)-1,2,3,6,7,7a-hexahydro-3aH-3,6-methanopyrrolo[3,2-b]pyridine-3a-carboxamide